(S)-N-(2-Fluoro-5-(4-(trifluoromethyl)phenoxy)phenyl)-1-methyl-5-oxopyrrolidine-2-carboxamide FC1=C(C=C(C=C1)OC1=CC=C(C=C1)C(F)(F)F)NC(=O)[C@H]1N(C(CC1)=O)C